C(C1=CC=CC=C1)N1CC2(CN(C2)C(=O)C2(CC2)C(F)(F)F)C(C1)C(=O)OCC ethyl 6-benzyl-2-(1-(trifluoromethyl)cyclopropane-1-carbonyl)-2,6-diazaspiro[3.4]octane-8-carboxylate